N-(1-Cyanocyclopropyl)-9-(5-(difluoromethyl)-1,3,4-thiadiazol-2-yl)-4-(4-fluoropiperidin-1-yl)-9H-pyrimido[4,5-b]indole-7-sulfonamide C(#N)C1(CC1)NS(=O)(=O)C1=CC=C2C3=C(N(C2=C1)C=1SC(=NN1)C(F)F)N=CN=C3N3CCC(CC3)F